C(C)(C)(C)N=P1(N(C=CCN1C)C)N(CC)CC 2-t-butylimino-N,N-diethyl-1,3-dimethyl-1,3,2-diazaphosphin-2-amine